((trimethylsilyl)oxy)cyclohexan-1-amine C[Si](OC1(CCCCC1)N)(C)C